F[C@H]1[C@@H]2CCC[C@H](C[C@@H]1OS(=O)(=O)C)N2C(=O)OC(C)(C)C |r| (±)-tert-butyl (1S,2S,3S,5R)-2-fluoro-3-((methylsulfonyl)oxy)-9-azabicyclo[3.3.1]nonane-9-carboxylate